tris(dibenzylideneacetone) dipalladium (0) methanesulfonate CS(=O)(=O)O.[Pd].[Pd].C(C1=CC=CC=C1)=CC(=O)C=CC1=CC=CC=C1.C(C1=CC=CC=C1)=CC(=O)C=CC1=CC=CC=C1.C(C1=CC=CC=C1)=CC(=O)C=CC1=CC=CC=C1